C(C)(C)(C)OC(=O)N1CC2COC3=C(C(N2CC1)=O)C=NC(=C3)C3=C(C=CC=C3)F 3-(2-fluorophenyl)-12-oxo-6a,7,9,10-tetrahydro-6H-pyrazino[2,1-c]Pyrido[3,4-f][1,4]Oxazepine-8(12H)-carboxylic acid tert-butyl ester